N-[(4-cyclopropanesulfonamidopyridin-2-yl)methyl]-6-(dimethylamino)-5-(2-methylpropoxy)pyrazine-2-carboxamide C1(CC1)S(=O)(=O)NC1=CC(=NC=C1)CNC(=O)C1=NC(=C(N=C1)OCC(C)C)N(C)C